FC(C=1C=CC=2N(N1)C(=CN2)C2=NC=NC(=C2)N2CC(CC2)CS(=O)(=O)C)F 6-(Difluoromethyl)-3-(6-(3-((methylsulfonyl)methyl)pyrrolidin-1-yl)pyrimidin-4-yl)imidazo[1,2-b]pyridazine